NC1=C(C=NN1C=1C=NC(=CC1C)OC1=C(C=CC=C1F)F)C(=O)C1=CC=2C=C3CCN(CC3=CC2N1)CCO (5-amino-1-{6-[(2,6-difluorophenyl)oxy]-4-methylpyridin-3-yl}pyrazol-4-yl)[7-(2-hydroxyethyl)-5,6,7,8-tetrahydro-1H-pyrrolo[3,2-g]isoquinolin-2-yl]methanone